ClC=1C=NN(C(C1Cl)=O)[C@H]1CC[C@H](CC1)N1C(N(C2=C1C=CC=C2)C)=O cis-1-[4-[4,5-dichloro-6-oxo-pyridazin-1-yl]cyclohexyl]-3-methyl-benzimidazol-2-one